O1C2=C(OCC1)C=C(C=C2)OC2C(CN(CC2)C(=O)OC(C)(C)C)C tert-butyl 4-((2,3-dihydrobenzo[b][1,4]dioxin-6-yl) oxy)-3-methylpiperidine-1-carboxylate